dioctyltin formate C(=O)[O-].C(CCCCCCC)[Sn+2]CCCCCCCC.C(=O)[O-]